aminopropyl-Methyl-Morpholinium methyl-5-[3-[2,4-difluoro-3-(methanesulfonamido)benzoyl]-1H-pyrazolo[3,4-b]pyridin-5-yl]pyridine-2-carboxylate COC(=O)C1=NC=C(C=C1)C=1C=C2C(=NC1)NN=C2C(C2=C(C(=C(C=C2)F)NS(=O)(=O)C)F)=O.NCCC[N+]2(CCOCC2)C